C(N)(=O)C=1C(=NC=CC1)OC1=CC=C(C=C1)CC(=O)NC=1SC2=C(N1)C=CC(=C2)C(=O)OC methyl 2-(2-(4-((3-carbamoylpyridin-2-yl)oxy)phenyl)acetamido)benzo[d]thiazole-6-carboxylate